7-{[(1S)-1-(4-{1-[4-(2,3-dihydroxypropanoyl)piperazin-1-yl]-4,4-difluorocyclohexyl}phenyl)ethyl]amino}-1-(propan-2-yl)-1,6-naphthyridin-2(1H)-one OC(C(=O)N1CCN(CC1)C1(CCC(CC1)(F)F)C1=CC=C(C=C1)[C@H](C)NC1=NC=C2C=CC(N(C2=C1)C(C)C)=O)CO